S1C(=NC2=C1C=CC=C2)C2=CC(=C(OCCCCCCC(=O)NO)C=C2)C 7-(4-(benzo[d]thiazole-2-yl)-2-methylphenoxy)-N-hydroxyheptanamide